N-methyl-pyridin-2-carboxamid CNC(=O)C1=NC=CC=C1